[K].[K].[K].[Bi] bismuth tri-potassium